C(C)(C)(C)C1(CC(=CC(=C1O)C(C)(C)C)C)CCO 2,6-di-tert-butyl-p-cresolethanol